(7S)-3-(imidazo[1,2-a]pyridin-6-yl)-7-methyl-5-[4-(trifluoromethyl)phenyl]-6,7-dihydropyrazolo[1,5-a]pyrazin-4(5H)-one N=1C=CN2C1C=CC(=C2)C=2C=NN1C2C(N(C[C@@H]1C)C1=CC=C(C=C1)C(F)(F)F)=O